N[C@@H](CCCCN)C(=O)[NH-] monolysinylamide